10-([1,1'-biphenyl]-4-yl)-2-chloro-7-phenyl-10h-phenoxazine C1(=CC=C(C=C1)N1C2=CC=C(C=C2OC=2C=CC(=CC12)Cl)C1=CC=CC=C1)C1=CC=CC=C1